C(C1=CC=CC=C1)SC=1C=C2CCN(C2=CC1)C(=O)C1=C(OS(=O)(=O)N2CCN(CC2)C(=O)OC(C)(C)C)C=CC=C1 tert-butyl 4-((2-(5-(benzylthio)indoline-1-carbonyl)phenoxy)sulfonyl)piperazine-1-carboxylate